1-ethyl-3-(trifluoromethyl)-1H-pyrazole-5-carboxylic acid C(C)N1N=C(C=C1C(=O)O)C(F)(F)F